(S)-9-fluoro-N-hydroxy-2,2-dimethyl-1,2,3,5,10,10a-hexahydropyrrolo[1,2-b]isoquinoline-7-carboxamide FC=1C=2C[C@H]3N(CC2C=C(C1)C(=O)NO)CC(C3)(C)C